3-(4-Methylthiazol-5-yl)-6-(4-phenylbutoxy)-2-(pyridin-3-yl)-1H-inden-1-one CC=1N=CSC1C1=C(C(C2=CC(=CC=C12)OCCCCC1=CC=CC=C1)=O)C=1C=NC=CC1